selenium tin sulfide [Sn]=S.[Se]